C1(=CC=CC=C1)C1=NC=CC2=C1C=CS2 4-phenylthieno[3,2-C]pyridine